OC1=C(C(=CC=C1)OC)C=1NC=C(N1)C 2-(2-hydroxy-6-methoxyphenyl)-4(s)-methylimidazole